FC1(CCN(CCC1)C1=C(C(=O)NC2=CC(=NC=C2)S(N)(=O)=O)C=C(C(=N1)C)C)F 2-(4,4-Difluoroazepan-1-yl)-5,6-dimethyl-N-(2-sulfamoylpyridin-4-yl)nicotinamide